C1(=CC=CC=C1)C(C)NC1=C(C=NC2=CC=C(C=C12)C=1C=NC2=CC=CC=C2C1)C#N 4-(1-phenyl-ethylamino)-6-(3-quinolyl)quinoline-3-carbonitrile